3-((5-((1S,5R)-5-(trifluoromethyl)-3-(8-(trifluoromethyl)quinolin-5-yl)-3-azabicyclo[3.1.0]hexane-1-yl)-1,3,4-oxadiazol-2-yl)methyl)azetidine-1-carboxylic acid tert-butyl ester C(C)(C)(C)OC(=O)N1CC(C1)CC=1OC(=NN1)[C@@]12CN(C[C@]2(C1)C(F)(F)F)C1=C2C=CC=NC2=C(C=C1)C(F)(F)F